C(#C)C1=C2C(=CC(=CC2=CC=C1F)O)C1=C(C=2N=C(N=C(C2C=N1)NC1(CC1)C)OC[C@]12CCCN2C[C@@H](C1)F)F 5-ethynyl-6-fluoro-4-(8-fluoro-2-(((2R,7aS)-2-fluorotetrahydro-1H-pyrrolizin-7a(5H)-yl)methoxy)-4-((1-methylcyclopropyl)amino)pyrido[4,3-d]pyrimidin-7-yl)naphthalen-2-ol